1,4-bis(di-2-butoxyphosphinothio)-2-butene CC(CC)OP(SCC=CCSP(OC(C)CC)OC(C)CC)OC(C)CC